FC1(C(C(C(=C1F)F)(F)F)(F)F)F octafluorocyclopentene